BrC1=CC=C(S1)C1(CCN(CC1)C(=O)OC(C)(C)C)O tert-butyl 4-(5-bromothiophen-2-yl)-4-hydroxypiperidine-1-carboxylate